CC=1C=NC=C(C1)F 3-methyl-5-fluoropyridine